O1C(NC=C1)=N oxazol-2(3H)-imine